2-(2-(3-((4-(dimethylphosphoryl)-2-methoxyphenyl)amino)prop-1-yn-1-yl)-7-(((3R,4S)-3-fluoro-1-methylpiperidin-4-yl)amino)benzo[b]thiophen-3-yl)acrylonitrile CP(=O)(C)C1=CC(=C(C=C1)NCC#CC1=C(C2=C(S1)C(=CC=C2)N[C@@H]2[C@@H](CN(CC2)C)F)C(C#N)=C)OC